C(C)OC(CCC(=O)C1=NC(=CC(=C1O)SC)SC)=O 4-(3-hydroxy-4,6-bis-methylsulfanyl-pyridin-2-yl)-4-oxo-butyric acid ethyl ester